[As](O)(O)(O)=O.O water arsenate